5-(8-((1R,2R)-2-(3-fluoro-4-(trifluoromethyl)phenyl)cyclopropyl)imidazo[1,2-b]pyridazin-6-yl)pyrimidine-2,4(1H,3H)-dione FC=1C=C(C=CC1C(F)(F)F)[C@H]1[C@@H](C1)C=1C=2N(N=C(C1)C=1C(NC(NC1)=O)=O)C=CN2